tert-butyl (5S)-5-methyl-2-(2,3,4,5,6-pentadeuteriophenyl)piperidine-1-carboxylate C[C@H]1CCC(N(C1)C(=O)OC(C)(C)C)C1=C(C(=C(C(=C1[2H])[2H])[2H])[2H])[2H]